C(C)(=O)O.OCCCOOC1C(N(CC1)CC)=O N-Ethylpyrrolidonyl Hydroxypropoxy Ether Acetate